ClC=1C=C2C(=CC1)NC(C21CCN(CC1)CCOC=1C=C2CCCNC2=CC1)=O 5-chloro-1'-[2-(1,2,3,4-tetrahydroquinolin-6-yloxy)ethyl]-1,2-dihydrospiro[indole-3,4'-piperidin]-2-one